4-(5-nitro-1H-benzimidazol-2-yl)phenol [N+](=O)([O-])C1=CC2=C(NC(=N2)C2=CC=C(C=C2)O)C=C1